3-(1-benzylpiperidin-4-yl)imidazoline-2,4-dione C(C1=CC=CC=C1)N1CCC(CC1)N1C(NCC1=O)=O